3-((1H-imidazol-1-yl)methyl)-1-phenyl-1H-benzo[g]indazole-4,5-dione N1(C=NC=C1)CC1=NN(C=2C3=C(C(C(C12)=O)=O)C=CC=C3)C3=CC=CC=C3